[C@H]12CN(C[C@H](CC1)N2)C2=NC(=NC1=C(C(=C(C=C21)Cl)C2=CC=CC1=CC=CC=C21)F)OCCCN2[C@H](CCC2)C 4-((S or R)-4-((1R,5S)-3,8-diazabicyclo[3.2.1]octan-3-yl)-6-chloro-8-fluoro-2-(3-((S)-2-methyl-pyrrolidin-1-yl)propoxy)quinazolin-7-yl)naphthalen